(R)-6-(2-Methylpyrrolidin-1-yl)quinoline-4-carboxylic acid tert-Butyl-(R)-6-(2-methylpyrrolidin-1-yl)quinoline-4-carboxylate C(C)(C)(C)OC(=O)C1=CC=NC2=CC=C(C=C12)N1[C@@H](CCC1)C.C[C@H]1N(CCC1)C=1C=C2C(=CC=NC2=CC1)C(=O)O